tert-butyl 4-(3-bromo-5-fluoro-phenyl)piperazine-1-carboxylate BrC=1C=C(C=C(C1)F)N1CCN(CC1)C(=O)OC(C)(C)C